OC1(CN(C1)C1=CC=C2C(=NN=C(C2=C1)N[C@H](C)C=1C(=C(C#N)C=CC1)C)C)C (R)-3-(1-((7-(3-hydroxy-3-methylazetidin-1-yl)-4-methylphthalazin-1-yl)amino)ethyl)-2-methylbenzonitrile